ClC(OC1=CC=C(C=C1)NC(=O)C1=CC(=C2C(CN(C2=C1)S(=O)(=O)C)(C)C)C1=CC=NN1)(F)F N-(4-(chlorodifluoromethoxy)phenyl)-3,3-dimethyl-1-(methylsulfonyl)-4-(1H-pyrazol-5-yl)indoline-6-carboxamide